C[Si](C)(C)C#N Trimethylsilicon cyanide